S1C(=NC2=C1C=CC=C2)CC=2SC1=C(N2)C=CC=C1 bis(benzo[d]thiazol-2-yl)methane